BrCCC=CC=O 5-bromo-4trans-pentenal